NC1=NC(=NN2C1=NC=C2C=2C=C(C=CC2C)S(=O)(=O)NCC2=CC=NN2C)C(F)(F)F 3-(4-amino-2-(trifluoromethyl)imidazo[2,1-f][1,2,4]triazin-7-yl)-4-methyl-N-((1-methyl-1H-pyrazol-5-yl)methyl)benzenesulfonamide